P(=S)(SCCCCCCCCCCOC(C=C)=O)([O-])[O-] acryloyloxydecyl dithiophosphate